n-propyl-2-(3-(trifluoromethyl)-1H-pyrazol-4-yl)pyrido[3,4-d]pyrimidin-4-amine C(CC)C1=CN=CC=2N=C(N=C(C21)N)C=2C(=NNC2)C(F)(F)F